COC1=C(N=C(N(C1=O)C)N1C(C2=CC=CC=C2C1)C1=CC=CC=C1)C(=O)O 5-methoxy-1-methyl-6-oxo-2-(1-phenyl-2,3-dihydro-1H-isoindol-2-yl)-1,6-dihydropyrimidine-4-carboxylic acid